[Na+].S(=O)(=O)(O)C(C(=O)[O-])CC(=O)[O-].[Na+] sulfosuccinate sodium salt